NC=1SC2=C(C1C(=O)OC(C)(C)C)CC(CC2)C(=O)OCC O3-tert-Butyl O5-ethyl 2-amino-4,5,6,7-tetrahydrobenzothiophene-3,5-dicarboxylate